(3-bromo-10-phenylanthracen-9-yl)dibenzo[b,d]thiophene BrC=1C=CC2=C(C3=CC=CC=C3C(=C2C1)C1=CC=CC=C1)C1=CC=CC=2SC3=C(C21)C=CC=C3